ClC1=C(C=C(CN2C(NC(C3=C2C=CN3)=O)=S)C=C1)OCF 1-(4-chloro-3-(fluoromethoxy)benzyl)-2-thioxo-1,2,3,5-tetrahydro-4H-pyrrolo[3,2-d]pyrimidin-4-one